Lead Lanthanum Zirconium [Zr].[La].[Pb]